FC1=CC=C(C=C1)C(N1C[C@@H](N(CC1)C1=C(C(N(C2=NC=C(N=C21)Br)C)=O)C(=O)OC)CO)C2=CC=C(C=C2)F Methyl (R)-8-(4-(bis(4-fluorophenyl)methyl)-2-(hydroxymethyl)piperazin-1-yl)-2-bromo-5-methyl-6-oxo-5,6-dihydropyrido[2,3-b]pyrazine-7-carboxylate